rel-(R)-3-phenyl-2-(3-((1-(vinylsulfonyl)azetidin-2-yl)methoxy)pyridin-4-yl)-1H-pyrrolo[3,2-b]pyridine C1(=CC=CC=C1)C1=C(NC=2C1=NC=CC2)C2=C(C=NC=C2)OC[C@@H]2N(CC2)S(=O)(=O)C=C |o1:23|